DIMETHYLPIPERAZIN-1-IUM CHLORIDE [Cl-].C[N+]1(CCNCC1)C